Myristic acid-d27 C(C(C(C(C(C(C(C(C(C(C(C(C(C([2H])([2H])[2H])([2H])[2H])([2H])[2H])([2H])[2H])([2H])[2H])([2H])[2H])([2H])[2H])([2H])[2H])([2H])[2H])([2H])[2H])([2H])[2H])([2H])[2H])([2H])[2H])(=O)O